ClC=1C(=C(NC2=NC=NC3=CC=C(C=C23)C=2C=C(C(=NC2)C)NS(=O)(=O)C)C=CC1)F N-[5-[4-(3-chloro-2-fluoro-anilino)quinazolin-6-yl]-2-methyl-3-pyridyl]methanesulfonamide